(E)-N-(2-butoxyphenyl)-3-(2-oxo-2H-chromen-6-yl)acrylamide C(CCC)OC1=C(C=CC=C1)NC(\C=C\C=1C=C2C=CC(OC2=CC1)=O)=O